(S)-4-amino-N-methyl-N-(6-(trifluoromethyl)-2,3-dihydrobenzofuran-3-yl)imidazo[1,5-a]quinoxaline-8-carboxamide-1-d NC=1C=2N(C3=CC(=CC=C3N1)C(=O)N([C@@H]1COC3=C1C=CC(=C3)C(F)(F)F)C)C(=NC2)[2H]